N-(2-((2-(dimethylamino)ethyl)(methyl)amino)-5-((4-(5-fluoro-1-methyl-1H-indol-3-yl)-7H-pyrrolo[2,3-d]pyrimidin-2-yl)amino)phenyl)acetamide CN(CCN(C1=C(C=C(C=C1)NC=1N=C(C2=C(N1)NC=C2)C2=CN(C1=CC=C(C=C21)F)C)NC(C)=O)C)C